methyl 3-nitro-α-cyanocinnamate [N+](=O)([O-])C=1C=C(C=C(C(=O)OC)C#N)C=CC1